N-(5-chloropyridin-2-yl)thiourea ClC=1C=CC(=NC1)NC(=S)N